C(CC)OC1=C(C=CC=C1)OCCC 1,2-dipropoxybenzene